C(C1=CC=CC=C1)OC1CC(C1)C1=C2C=CNC2=C(C=C1C)F 4-(3-(benzyloxy)cyclobutyl)-7-fluoro-5-methyl-1H-indole